FC1(CCC(CC1)N[C@H]1[C@@H](CCCC1)NC=1C=C2CN(C(C2=CC1)=O)C1C(NC(CC1)=O)=O)F 3-(5-(((1R,2R)-2-((4,4-difluorocyclohexyl)amino)cyclohexyl)amino)-1-oxoisoindolin-2-yl)piperidine-2,6-dione